C(C=C)OC(=O)C1=CC2=C(S1)C=CC(=C2)[C@H](P(=O)(OC2=CC=CC=C2)N2[C@@H](CCC2)C(=O)OCCC)F propyl (((S)-(2-((allyloxy)carbonyl)benzo[b]thiophen-5-yl)fluoromethyl)(phenoxy)phosphoryl)-L-prolinate